N-((S)-1-(((S)-1-amino-3-((R)-5,5-dimethyl-2-oxopyrrolidin-3-yl)-1-oxopropan-2-yl)amino)-3-cyclopropyl-1-oxopropan-2-yl)-7-chloro-5-methoxy-1H-indole-2-carboxamide NC([C@H](C[C@H]1C(NC(C1)(C)C)=O)NC([C@H](CC1CC1)NC(=O)C=1NC2=C(C=C(C=C2C1)OC)Cl)=O)=O